C[C@H](NC(C)(C)C)C(=O)O L-alpha-methyl-tert-butyl-glycine